O[C@@H](C1=CC2=C(C(=NO2)NS(=O)(=O)C2=C(C=CC=C2OC)OC)C(=C1)OC)C=1OC=CN1 N-{6-[(S)-hydroxy(1,3-oxazol-2-yl)methyl]-4-methoxy-1,2-benzoxazol-3-yl}-2,6-dimethoxybenzenesulfonamide